NC1=C(C(=O)NC2CCC(CC2)O)C=C(C=N1)C1=CC=C(C=C1)[C@@]12CN(C[C@H]2C1)CCC(F)(F)F 2-amino-N-((1R,4R)-4-hydroxycyclohexyl)-5-(4-((1R,5S)-3-(3,3,3-trifluoropropyl)-3-azabicyclo[3.1.0]hex-1-yl)phenyl)nicotinamide